C(#N)CC1N(CCCC1)C(=O)[O-] 2-(cyanomethyl)-1-piperidinecarboxylate